2-(3-chlorophenyl)-3-oxo-3-phenylpropanenitrile ClC=1C=C(C=CC1)C(C#N)C(C1=CC=CC=C1)=O